C1(=CC=C(C=C1)C=1NC2=C(N1)C=CC(=C2)N)C=2NC1=C(N2)C=CC(=C1)N p-phenylenebis(5-aminobenzimidazole)